C3-chloro-4-(difluoromethyl)-5-ethoxypyridine ClC=1C=NC=C(C1C(F)F)OCC